The molecule is a penicillin compound having a 6beta-(phenoxyacetyl)amino side-chain. It is a penicillin allergen and a penicillin. It is a conjugate acid of a phenoxymethylpenicillin(1-). CC1([C@@H](N2[C@H](S1)[C@@H](C2=O)NC(=O)COC3=CC=CC=C3)C(=O)O)C